C(C1=CC=CC=C1)O[C@@H]1[C@H](N(C[C@@H]([C@H]1OCC1=CC=CC=C1)OCC1=CC=CC=C1)C[C@@H]1CNCC1)C (2R,3R,4R,5S)-3,4,5-tris(benzyloxy)-2-methyl-1-((S)-pyrrolidin-3-ylmethyl)piperidine